ClC=1C=CC(=C(C1)C1=CC(=C(N1C)C)C(=O)N(C1=CC=C(C=C1)O)CC1=C(C=CC=C1)C#N)C(=O)N1CC2=CC=CC=C2C[C@H]1CN1CCOCC1 5-(5-Chloro-2-{[(3S)-3-(morpholin-4-ylmethyl)-3,4-dihydroisoquinolin-2(1H)-yl]carbonyl}phenyl)-N-(2-cyanobenzyl)-N-(4-hydroxyphenyl)-1,2-dimethyl-1H-pyrrole-3-carboxamide